ClC=1C=C(C=NC1[C@H](C)OC)NC(=O)C=1C=NN(C1C(F)(F)F)C1=CC=C(C=2N1C=CN2)F (S)-N-(5-Chloro-6-(1-methoxyethyl)pyridin-3-yl)-1-(8-fluoroimidazo[1,2-a]pyridin-5-yl)-5-(trifluoromethyl)-1H-pyrazol-4-carboxamid